N-(4-(2-(2-amino-3-fluorophenyl)-3H-imidazo[4,5-b]pyridin-7-yl)-2-fluorobenzyl)-3-(tert-butyl)-1,2,4-oxadiazole-5-carboxamide NC1=C(C=CC=C1F)C1=NC=2C(=NC=CC2C2=CC(=C(CNC(=O)C3=NC(=NO3)C(C)(C)C)C=C2)F)N1